C1(CC1)CNC(=O)C1=CC=C(C(=N1)C(=O)OC)C1=C(C=C(C(=C1)OC)C=C)C(NC1=CC=C(C=C1)C(NC(=O)OC(C)OC(C(C)C)=O)=N)=O methyl 6-((cyclopropylmethyl)carbamoyl)-3-(2-((4-(N-((1-(isobutyryloxy)ethoxy)carbonyl)carbamimidoyl)phenyl)carbamoyl)-5-methoxy-4-vinylphenyl)picolinate